C1(CC1)C1=NOC(=N1)C(N1C[C@@H](N(C[C@H]1C)C(=O)OC(C)(C)C)C)C1=CC=C(C=C1)F tert-butyl (2S,5R)-4-((3-cyclopropyl-1,2,4-oxadiazol-5-yl)(4-fluorophenyl)methyl)-2,5-dimethylpiperazine-1-carboxylate